(R)-N-(3-(1-((6-Amino-[3,4-bipyridin]-5-yl)oxy)ethyl)phenyl)-3-(dimethylamino)benzamid NC1=C(C=C(C=N1)C1=CC=NC=C1)O[C@H](C)C=1C=C(C=CC1)NC(C1=CC(=CC=C1)N(C)C)=O